O=C1NC(CCC1N1C(C2=CC=C(C=C2C1=O)N1CC(C1)CCCCN1N=CC(=C1)C1=NC2=CC=CC=C2N=C1)=O)=O (2,6-Dioxopiperidin-3-yl)-5-(3-(4-(4-(quinoxalin-2-yl)-1H-pyrazol-1-yl)butyl)azetidin-1-yl)isoindoline-1,3-dione